(±)-endo-tert-butyl 3-(1-(5,6-anti-dihydroxybicyclo[2.2.2]octane-2-carbonyl)piperidin-4-yl)benzylcarbamate OC1C2CC(C(C1O)CC2)C(=O)N2CCC(CC2)C=2C=C(CNC(OC(C)(C)C)=O)C=CC2